C1N2[C@H](COCC1)CCN=C1C2=NC=2C(=C1)C=CN2 (S)-2,3,5,5a,6,7-hexahydro-1H-pyrrolo[3'',2'':5',6']pyrido[2',3':2,3][1,4]diazepino[7,1-c][1,4]oxazepin